C1(=CC=CC=C1)[C@H]1NCC[C@H](C1)C(=O)[O-] |r| racemic-(2s,4r)-2-phenylpiperidine-4-carboxylate